bisthienylpyridine S1C(=CC=C1)C=1C(=NC=CC1)C=1SC=CC1